C(#N)C=1C(=NC(=CC1C=1SC=CC1)C=1OC=CC1)SC(C(=O)O)C1=CC=CC=C1 2-((3-cyano-6-(furan-2-yl)-4-(thiophen-2-yl)pyridin-2-yl)thio)-2-phenylacetic acid